N-(2-chloro-3-(trifluoromethyl)benzyl)-5-fluoro-8-oxo-5,6,7,8-tetrahydro-quinoline-5-carboxamide ClC1=C(CNC(=O)C2(C=3C=CC=NC3C(CC2)=O)F)C=CC=C1C(F)(F)F